C(C1=CC=CC=C1)(C1=CC=CC=C1)N1CC(C1)=C(CO)CCC 2-(1-benzhydryl-azetidin-3-ylidene)pentan-1-ol